N-(4-amino-1H-pyrazolo[4,3-c]pyridin-7-yl)-N'-benzyl-N'-[(4-fluoro-2-methyl-phenyl)methyl]oxamide NC1=NC=C(C2=C1C=NN2)NC(=O)C(=O)N(CC2=C(C=C(C=C2)F)C)CC2=CC=CC=C2